C(C1=CC=CC=C1)N(S(=O)(=O)C1=CC=C(C=C1)NC(=O)NCC=1C=NNC1)C(C)C N-Benzyl-N-isopropyl-4-[3-(1H-pyrazol-4-ylmethyl)-ureido]-benzenesulfonamide